(1R)-1-[3-(4,4,5,5-tetramethyl-1,3,2-dioxaborolan-2-yl)phenyl]ethanol CC1(OB(OC1(C)C)C=1C=C(C=CC1)[C@@H](C)O)C